4-(4-oxo-1-phenyl-1,3,8-triazaspiro[4.5]dec-8-yl)-N-phenylbutyramide O=C1NCN(C12CCN(CC2)CCCC(=O)NC2=CC=CC=C2)C2=CC=CC=C2